NC=1C=CC(=C(C1)S(=O)(=O)NC(C)(C)C)Br 5-amino-2-bromo-N-tert-butyl-benzenesulfonamide